The molecule is a member of the class of coumarins that is coumarin substituted by a hydroxy group at position 7, a methoxy group at position 5, a prenyl group at position 6 and a 2,4-dihydroxyphenyl group at position 3. Isolated from Glycyrrhiza uralensis, it exhibits antispasmodic activity. It has a role as an antispasmodic drug and a plant metabolite. It is a member of coumarins, an aromatic ether and a member of resorcinols. CC(=CCC1=C(C2=C(C=C1O)OC(=O)C(=C2)C3=C(C=C(C=C3)O)O)OC)C